(1S,2S)-2-fluoro-N-(4-(6-((S)-1-hydroxybutyl)-4-methylpyridin-3-yl)imidazo[1,2-a][1,6]naphthyridin-8-yl)cyclopropane-1-carboxamide F[C@@H]1[C@@H](C1)C(=O)NC1=NC=C2C=C(C=3N(C2=C1)C=CN3)C=3C=NC(=CC3C)[C@H](CCC)O